Ethyl (S)-8-amino-3-(2-(1-cyclopropylethyl)-1-oxoisoindolin-5-yl)imidazo[1,2-a]pyrazine-6-carboxylate NC=1C=2N(C=C(N1)C(=O)OCC)C(=CN2)C=2C=C1CN(C(C1=CC2)=O)[C@@H](C)C2CC2